6-Chloro-7-(2-morpholin-4-yl-ethylamino)quinoline-5,8-dione ClC=1C(C=2C=CC=NC2C(C1NCCN1CCOCC1)=O)=O